NC1=C(C(=NN1C1CCC(CC1)OCC1=CC=CC=C1)C1=CC=C(C=C1)CNC(C1=C(C=CC=C1)OC)=O)C(=O)N 5-Amino-1-(4-benzyloxycyclohexyl)-3-[4-[[(2-methoxybenzoyl)amino]methyl]phenyl]pyrazole-4-carboxamide